Cl[Pd](N)(N)Cl dichloro-diaminopalladium